benzo[c]isothiazol-3-yl(4-(2-(trifluoromethyl)phenyl)piperidin-1-yl)methanone N=1SC(=C2C1C=CC=C2)C(=O)N2CCC(CC2)C2=C(C=CC=C2)C(F)(F)F